C(C)OC(=O)[C@H]1C2CCC([C@@H]1NC1=NC(=NN3C1=C(C=C3)Cl)Cl)CC2 (1R,2S,3S,4R)-3-((2,5-dichloropyrrolo[2,1-f][1,2,4]triazin-4-yl)amino)bicyclo[2.2.2]octane-2-carboxylic acid ethyl ester